NC1=CC=2N(C=N1)C(=CC2C2=NC(=CC(=C2)OCC2CS(C2)(=O)=O)[C@]2(COCC2)OC)C (R)-3-(((2-(3-Amino-7-methylpyrrolo[1,2-c]pyrimidin-5-yl)-6-(3-methoxytetrahydrofuran-3-yl)pyridin-4-yl)oxy)methyl)thietane 1,1-dioxide